Cl.FC1=CC(=CC2=C1N=C(S2)N([C@@H]2C[C@@H](NCC2)C)C)C=2C=CC=1N(N2)C=C(N1)C 4-Fluoro-N-methyl-6-(2-methylimidazo[1,2-b]pyridazin-6-yl)-N-[(2S,4S)-2-methylpiperidin-4-yl]-1,3-benzothiazol-2-amin-Hydrochlorid